5-fluoro-2-[(4-{7-[(1S,3S,4R)-5-methylidene-2-azabicyclo[2.2.1]heptane-3-carbonyl]-2,7-diazaspiro[3.5]nonan-2-yl}pyrimidin-5-yl)oxy]-N,N-di(propan-2-yl)benzamide FC=1C=CC(=C(C(=O)N(C(C)C)C(C)C)C1)OC=1C(=NC=NC1)N1CC2(C1)CCN(CC2)C(=O)[C@H]2N[C@@H]1CC([C@H]2C1)=C